The molecule is a hydroxy monocarboxylic acid anion that is the conjugate base of 3-hydroxy-5-oxohexanoic acid obtained by deprotonation of the carboxy group. It is a 5-oxo monocarboxylic acid anion and a hydroxy monocarboxylic acid anion. It derives from a hexanoate. It is a conjugate base of a 3-hydroxy-5-oxohexanoic acid. CC(=O)CC(CC(=O)[O-])O